CC1=NC(=CC=C1O[C@@H]1C[C@H](CCC1)C(=O)O)C=1N=NN(C1NC(=O)OC1CC2(CC2)C1)C (1S,3S)-3-((2-methyl-6-(1-methyl-5-(((spiro[2.3]hexan-5-yloxy)carbonyl)amino)-1H-1,2,3-triazol-4-yl)pyridin-3-yl)oxy)cyclohexane-1-carboxylic acid